benzyl-3-(2-cyanoisoindolin-4-yl)benzamide C(C1=CC=CC=C1)C1=C(C(=O)N)C=CC=C1C1=C2CN(CC2=CC=C1)C#N